NC1(CSCC1)COC1=C(C=C(C(=C1)C#N)SC)C1=CN=C2N1C(=CC=C2)C#N 3-(((3-aminotetrahydrothiophen-3-yl)methoxy)-4-cyano-5-(methylthio)phenyl)imidazo[1,2-a]pyridine-5-carbonitrile